CC1C(NCC(N1)=O)=O 3-methyl-2,5-diketopiperazine